OCC1=CC=C(C=C1)NC(C(C)NC(C(F)(F)F)=O)=O N-(4-(hydroxymethyl)phenyl)-2-(2,2,2-trifluoroacetamido)propanamide